C=1N=CN2C1C1=CC=CC=C1C2 (s)-5H-imidazo[5,1-a]isoindol